FC1=CC=C(C=C1)C1=NN2C(CN(CC2)CC2CCN(CC2)C)=C1C1=CC(=NC=C1)NC(C)=O N-(4-(2-(4-fluorophenyl)-5-((1-methylpiperidin-4-yl)methyl)-4,5,6,7-tetrahydropyrazolo[1,5-a]pyrazin-3-yl)pyridin-2-yl)acetamide